NC1=C2N=CN(C2=NC(=N1)Cl)[C@H]1C[C@@H]2O[P@](OC[C@H]2O1)(=O)OCC[C@@H](C(=O)OC(C)C)C Isopropyl (S)-4-(((2R,4aR,6R,7aS)-6-(6-amino-2-chloro-9H-purin-9-yl)-2-oxidotetrahydro-4H-furo[3,2-d][1,3,2]dioxaphosphinin-2-yl)oxy)-2-methylbutanoate